C1(CC1)N1CCC(CC1)N1N=CC(=C1)NC1=NC(=NC=2N1N=CC2)C2=C(C=CC=C2F)F N-(1-(1-cyclopropylpiperidin-4-yl)-1H-pyrazol-4-yl)-2-(2,6-difluorophenyl)pyrazolo[1,5-a][1,3,5]triazin-4-amine